C1(CC1)C=1C=2N(C=C(N1)C)N=C(C2)C=2N=C1N(C(C2)=O)C=C(C=C1)N1CCNCC1 2-(4-cyclopropyl-6-methylpyrazolo[1,5-a]pyrazin-2-yl)-7-(piperazin-1-yl)-4H-pyrido[1,2-a]pyrimidin-4-one